C(=O)[C@]1(N(CCC1)C(=O)OC(C)(C)C)C tert-butyl (2S)-2-formyl-2-methylpyrrolidine-1-carboxylate